(4-(5-(2-Methyl-[1,1'-biphenyl]-3-yl)-1,3,4-oxadiazol-2-yl)benzyl)-glycine hydrochloride Cl.CC1=C(C=CC=C1C1=NN=C(O1)C1=CC=C(CNCC(=O)O)C=C1)C1=CC=CC=C1